3-(morpholin-2-yl)-1H-indazole N1CC(OCC1)C1=NNC2=CC=CC=C12